CC1(COB(OC1)C1=CC=C(C=C1)P(C)(C)=O)C (4-(5,5-dimethyl-1,3,2-dioxaborinan-2-yl)phenyl)dimethylphosphine oxide